(R)-1-((2S,4R)-4-(4-bromobenzyl)-1-(tert-butoxycarbonyl)pyrrolidine-2-carbonyl)-4,4-difluoropyrrolidine-2-carboxylic acid BrC1=CC=C(C[C@@H]2C[C@H](N(C2)C(=O)OC(C)(C)C)C(=O)N2[C@H](CC(C2)(F)F)C(=O)O)C=C1